(2S,3R,4R,5S)-3,4,5-tris(benzyloxy)-2-(bromomethyl)-1-((1-(4-(trifluoromethyl)phenyl)piperidin-4-yl)methyl)piperidine C(C1=CC=CC=C1)O[C@@H]1[C@H](N(C[C@@H]([C@H]1OCC1=CC=CC=C1)OCC1=CC=CC=C1)CC1CCN(CC1)C1=CC=C(C=C1)C(F)(F)F)CBr